N6,N6-dimethyl-N4-(6-(5-((2-methylpyridin-4-yl)amino)-1H-imidazo[4,5-b]pyridin-2-yl)pyridin-3-yl)quinoline-4,6-diamine CN(C=1C=C2C(=CC=NC2=CC1)NC=1C=NC(=CC1)C=1NC=2C(=NC(=CC2)NC2=CC(=NC=C2)C)N1)C